S-(4-(1-isopropyl-4-(trifluoromethyl)-1H-imidazol-2-yl)benzyl) ethane-thioate C(C)(SCC1=CC=C(C=C1)C=1N(C=C(N1)C(F)(F)F)C(C)C)=O